C1=CC=CC=2C3=CC=CC=C3C(C12)COC(=O)N[C@@H](CCSCCCC)C(=O)O N-(((9H-fluoren-9-yl)methoxy)carbonyl)-S-butyl-L-homocysteine